ClC=1C=C(OC2=C(C(=NN2C)C=2N(N=CC2)C)C(=O)NOCC2=C(C=C(C=C2)C)C)C=CC1 5-(3-chlorophenoxy)-N-[(2,4-dimethylbenzyl)oxy]-1,2'-dimethyl-1H,2'H-(3,3'-bipyrazole)-4-carboxamide